C(C)C=1C=C2CC(CC2=CC1CC)NC[C@H](O)C1=C2C=CC(NC2=C(C=C1)OCC1=C(C=CC=C1)F)=O (R)-5-(2-((5,6-diethyl-2,3-dihydro-1H-inden-2-yl)amino)-1-hydroxyethyl)-8-((2-fluorobenzyl)oxy)quinolin-2(1H)-one